CC1=CC(=CN(C1=O)C(CNS(=O)(=O)C)CO[C@@H]1CC[C@@H](CC1)C1=CC=CC=C1)C=1C=NC=CC1 N-(2-{5-methyl-6-oxo-1,6-dihydro-[3,3'-bipyridin]-1-yl}-3-{[(CIS)-4-phenylcyclohexyl]oxy}propyl)methanesulfonamide